[1-(3-bromophenyl)pyrazol-4-yl]methanol BrC=1C=C(C=CC1)N1N=CC(=C1)CO